1-((2-oxabicyclo[2.1.1]hex-1-yl)methyl)-3-chloro-5-methyl-4-nitro-1H-pyrazole C12(OCC(C1)C2)CN2N=C(C(=C2C)[N+](=O)[O-])Cl